C([O-])([O-])=O.[Cu+2].[Co+2].C([O-])([O-])=O cobalt copper carbonate